(2S)-5-(carbamoylamino)-2-[(2S)-2-({[(9H-fluoren-9-yl)methoxy]carbonyl}amino)-3-methylbutanamido]pentanoic acid C(N)(=O)NCCC[C@@H](C(=O)O)NC([C@H](C(C)C)NC(=O)OCC1C2=CC=CC=C2C=2C=CC=CC12)=O